[K+].C(CCC)S(=O)(=O)[O-] butanesulfonic acid potassium salt